β-hydroxyphenylalanine OC([C@H](N)C(=O)O)C1=CC=CC=C1